C(=O)(O)C1(CC1)C1=CC=C(C=C1)C1=C(C(=NS1)C)C(=O)O 5-(4-(1-carboxycyclopropyl)phenyl)-3-methylisothiazole-4-carboxylic acid